4-(4-((4-adamantan-2-ylidene-2,5-dioxo-1-(4-(4-(4-propylphenyl)piperazinyl)phenyl)pyrrolin-3-ylidene)ethyl)-1-methylpyrrol-2-yl)phenyl (4-propyl)benzoate C(CC)C1=CC=C(C(=O)OC2=CC=C(C=C2)C=2N(C=C(C2)CC=C2C(N(C(C2=C2C3CC4CC(CC2C4)C3)=O)C3=CC=C(C=C3)N3CCN(CC3)C3=CC=C(C=C3)CCC)=O)C)C=C1